O(OC1(C(C(=O)O)C=CC=C1)C(=O)O)C1(C(C(=O)O)C=CC=C1)C(=O)O 2,2'-peroxydiphthalic acid